FC1=C(C(=C(C=C1C1=NN(C2=C1C=NC(=C2)N2C1(CCC1)CC(CC2)OC)C)C(F)(F)F)F)O 2,6-Difluoro-3-(6-(8-methoxy-5-azaspiro[3.5]nonan-5-yl)-1-methyl-1H-pyrazolo[4,3-c]pyridin-3-yl)-5-(trifluoromethyl)phenol